5-(1-adamantyloxycarbonylmethyloxycarbonyl)-bicyclo[2.2.1]Hept-2-ene C12(CC3CC(CC(C1)C3)C2)OC(=O)COC(=O)C2C3C=CC(C2)C3